C=1N=CN2C1C1=CC=CC=C1[C@H]2[C@H]2CCC=1C=CC=NC1[C@@H]2O (7R,8R)-7-((R)-5H-Imidazo[5,1-a]isoindol-5-yl)-5,6,7,8-tetrahydrochinolin-8-ol